4-(3-(tert-Butyloxycarbonyl)-3-azaspiro[5.5]undecane-9-yl)butyric acid C(C)(C)(C)OC(=O)N1CCC2(CC1)CCC(CC2)CCCC(=O)O